C12C(C(C1)C2)NC2=NC(=NC=C2C(=O)N)NC2CCC(CC2)OC2CC2 4-(bicyclo[1.1.1]pentan-2-ylamino)-2-((1r,4r)-4-cyclopropoxycyclohexylamino)pyrimidine-5-carboxamide